N-cyclopropyl-6-fluoro-5-(piperazin-1-yl)pyridine-2-carboxamide hydrochloride Cl.C1(CC1)NC(=O)C1=NC(=C(C=C1)N1CCNCC1)F